ClC1=CC=C(C(=O)C2=C(C(=O)O)C=C(C=C2F)C(C2CCSCC2)O)C=C1 2-(4-chlorobenzoyl)-3-fluoro-5-(hydroxy(tetrahydro-2H-thiopyran-4-yl)methyl)benzoic acid